C1(=CC=C(C=C1)C)C(C1=CC=C(C=C1)C)(C1=CC=C(C=C1)C)C1=C(C(=C(C=C1)C1=CC=CC=C1)C1=CC=CC=C1)C1=CC=CC=C1 tricresylmethyl-triphenylbenzene